tert-butyl 3-(3-(1-(4-(5-(difluoromethyl)-1,3,4-oxadiazol-2-yl)-2-fluorobenzyl)-1H-1,2,3-triazol-4-yl)phenyl)azetidin-1-carboxylate FC(C1=NN=C(O1)C1=CC(=C(CN2N=NC(=C2)C=2C=C(C=CC2)C2CN(C2)C(=O)OC(C)(C)C)C=C1)F)F